tert-butyl (1S,2S,5R)-2-(((7-bromo-6-chloro-8-fluoro-4-hydroxy-2-(methylthio) quinazolin-5-yl) oxy) methyl)-3,8-diazabicyclo[3.2.1]octane-8-carboxylate BrC1=C(C(=C2C(=NC(=NC2=C1F)SC)O)OC[C@@H]1[C@@H]2CC[C@H](CN1)N2C(=O)OC(C)(C)C)Cl